ClC=1C(=NNC1)C 4-Chloro-3-methylpyrazole